O=C1NC(CCC1N1C(C2=CC=C(C=C2C1=O)C1CC2(CCNC2)CCN1)=O)=O 2-(2,6-dioxopiperidin-3-yl)-5-(2,8-diazaspiro[4.5]decan-7-yl)isoindoline-1,3-dione